CCCCCCCCCCCCCCCCCCCCCCCC(=O)N[C@@H](CO[C@H]1[C@@H]([C@H]([C@@H]([C@H](O1)CO)O[C@H]2[C@@H]([C@H]([C@H]([C@H](O2)CO)O[C@H]3[C@@H]([C@H]([C@H]([C@H](O3)CO)O)O[C@H]4[C@@H]([C@H]([C@H]([C@H](O4)CO)O)O)O)NC(=O)C)O[C@@]5(C[C@@H]([C@H]([C@@H](O5)[C@@H]([C@@H](CO)O)O)NC(=O)C)O)C(=O)O)O)O)O)[C@@H](/C=C/CCCCCCCCCCCCC)O The molecule is a sialotetraosylceramide having beta-D-Gal-(1->3)-beta-D-GalNAc-(1->4)-[alpha-Neu5Ac-(2->3)]-beta-D-Gal-(1->4)-beta-D-Glc as the sialotetraosyl component. It has a role as a mouse metabolite. It derives from a tetracosanoic acid.